C(#N)CCCC(=O)NC1=CC=2N(C=C1)N=CC2C2=CC=CC(=N2)C2CN(CCC2)C(=O)OC(C)(C)C tert-butyl 3-(6-(5-(4-cyanobutanamido)pyrazolo[1,5-a]pyridin-3-yl)pyridin-2-yl)piperidine-1-carboxylate